C(CCCCCCCCCCCCC)(=O)OCCN(CCCCCCCCC)CCN(CCCCCCCCC)CCCCCCCCC 2-((2-(dinonylamino)ethyl)(nonyl)amino)ethyl tetradecanoate